ClC1=CC2=C(N(C(N2CC2=NC=C(C=C2)C=2OC(=NN2)C(F)F)=O)C2CCN(CC2)C(C)C)C=C1 5-chloro-3-((5-(5-(difluoromethyl)-1,3,4-oxadiazol-2-yl)pyridin-2-yl)methyl)-1-(1-isopropylpiperidin-4-yl)-1,3-dihydro-2H-benzo[d]imidazol-2-one